CN(CC(C1=CC(=CC=C1)C(F)(F)F)NS(=O)(=O)C1=CC=C(C=C1)OC(F)(F)F)C N-(2-(dimethylamino)-1-(3-(trifluoromethyl)phenyl)ethyl)-4-(trifluoromethoxy)benzenesulfonamide